BrC1=CC(=C(C=O)C=C1F)Cl 4-bromo-2-chloro-5-fluorobenzaldehyde